CC1CCC(=O)OCC1 γ-methyl-caprolactone